(2S,3R,5R,10R,13R,14S,17S)-2,3,14-trihydroxy-17-[2-(3-hydroxypyrrolidin-1-yl)acetyl]-10,13-dimethyl-2,3,4,5,9,11,12,15,16,17-decahydro-1H-cyclopenta[a]phenanthren-6-one O[C@H]1C[C@@]2(C3CC[C@@]4([C@H](CC[C@]4(C3=CC([C@@H]2C[C@H]1O)=O)O)C(CN1CC(CC1)O)=O)C)C